C(C(=O)O)(=O)O.C1NCCC12CCCC2.C2NCCC21CCCC1 2-azaspiro[4.4]nonane hemioxalate